thiaperylene S1CC=C2C=CC=C3C4=CC=CC5=CC=CC(C1=C23)=C45